1-[(2R,4S,5R)-4-hydroxy-5-(hydroxymethyl)oxolan-2-yl]pyrimidin-2(1H)-one O[C@H]1C[C@@H](O[C@@H]1CO)N1C(N=CC=C1)=O